N'-octyl-phenyl-p-phenylenediamine C(CCCCCCC)N(C1=CC=C(C=C1)N)C1=CC=CC=C1